O1CC=CC=NC(CC=CC=C1)=O oxa[6]azacyclododecin-7(8H)-one